ClCC1=CC(=C(C=C1)OC1CC1)C(F)(F)F 4-(chloromethyl)-1-cyclopropyloxy-2-(trifluoromethyl)benzene